3,4,5-tribromo-1-(3,6,9-trioxadecyl)-pyrazole BrC1=NN(C(=C1Br)Br)CCOCCOCCOC